ClC1=CC=C(CNC2=NC=3N(C(=N2)NC2=CC=CC=C2)N=CC3C#N)C=C1 2-(4-chlorobenzylamino)-4-(phenylamino)pyrazolo[1,5-a][1,3,5]triazine-8-carbonitrile